ClC1=C(C(=O)OC(C)C)C=C(C(=C1)F)C1=NN(C(=C1C#N)C(F)(F)F)C isopropyl 2-chloro-5-[1-methyl-4-cyano-5-(trifluoromethyl)-1H-pyrazol-3-yl]-4-fluorobenzoate